C1(=CC=C(C=C1)C1=NC(=NC(=N1)Cl)C1=CC=CC=C1)C1=C(C(=C(C(=C1[2H])[2H])[2H])[2H])[2H] 2-([1,1'-biphenyl]-4-yl-2',3',4',5',6'-d5)-4-chloro-6-phenyl-1,3,5-triazine